C(=O)O.C(=O)O.CN1N=CC(=C1)C1=CC2=C(O[C@@H](CN2)[C@@H](C2=CC=CC=C2)NCCC=2C=CC(=NC2)C#N)N=C1 5-(2-(((R)-((S)-7-(1-methyl-1H-pyrazol-4-yl)-2,3-dihydro-1H-pyrido[2,3-b][1,4]oxazin-3-yl)(phenyl)methyl)amino)ethyl)picolinonitrile diformate